2,6-bis(3-fluorophenyl)-4-(trifluoromethyl)pyridine FC=1C=C(C=CC1)C1=NC(=CC(=C1)C(F)(F)F)C1=CC(=CC=C1)F